8-(4-Bromo-2-pyridinyl)-2-methanesulfonyl-5-oxa-2,8-diazaspiro[3.5]nonane BrC1=CC(=NC=C1)N1CCOC2(CN(C2)S(=O)(=O)C)C1